2-methyl-5,6-difluorobenzimidazole CC=1NC2=C(N1)C=C(C(=C2)F)F